(3-(3-(bis(methyl-d3)amino)pyrrolidin-1-yl)-1-(2-(1,1-difluoroethyl)-6-ethylpyrimidin-4-yl)-1H-pyrazolo[4,3-c]pyridin-6-yl)acetamide trifluoroacetate FC(C(=O)O)(F)F.C([2H])([2H])([2H])N(C1CN(CC1)C1=NN(C2=C1C=NC(=C2)CC(=O)N)C2=NC(=NC(=C2)CC)C(C)(F)F)C([2H])([2H])[2H]